8-chloro-5-[[2-[2-[(6-fluoro-[1,2,4]triazolo[4,3-a]pyridin-7-yl)amino]ethyl]-2-azaspiro[3.3]heptan-6-yl]-methyl-amino]-2-methyl-phthalazin-1-one ClC=1C=CC(=C2C=NN(C(C12)=O)C)N(C)C1CC2(CN(C2)CCNC2=CC=3N(C=C2F)C=NN3)C1